5-bromo-2-[2-[2-[2-(2-methoxyethoxy)ethoxy]ethoxy]ethoxy]-4-methyl-pyridine BrC=1C(=CC(=NC1)OCCOCCOCCOCCOC)C